CC=1CC2=CC=CC=C2C1C 2,3-dimethylindene